Cl.N[C@H](C(=O)OC)CCCN methyl (S)-2,5-diaminopentanoate hydrochloride